(S)-3-(1-(2-chloroacetyl)-2-(4-methyl-2-(methylamino)pentanoyl)hydrazino)-N-methylpropanamide ClCC(=O)N(NC([C@H](CC(C)C)NC)=O)CCC(=O)NC